N[C@@H](CC(=O)OCC)C=1C=C(C=C(C1F)C)C1=C(C=C(C=C1C)C)C ethyl (S)-3-amino-3-(4-fluoro-2',4',5,6'-tetramethyl-[1,1'-biphenyl]-3-yl)propanoate